5-(2'-amino-5-chloro-2,4'-difluoro-[1,1'-biphenyl]-4-carboxamido)-3-chloro-N-(1-cyanoethyl)picolinamide NC1=C(C=CC(=C1)F)C1=C(C=C(C(=C1)Cl)C(=O)NC=1C=C(C(=NC1)C(=O)NC(C)C#N)Cl)F